2-(phenylsulfonyl)-1-(4-(trifluoromethyl)phenyl)ethane-1-one C1(=CC=CC=C1)S(=O)(=O)CC(=O)C1=CC=C(C=C1)C(F)(F)F